(S)-N-(3-(2-(((1R,3S)-3-hydroxy-3-methylcyclobutyl)amino)-6-morpholinopyridin-4-yl)-4-methylphenyl)-3-(2,2,2-trifluoroethyl)pyrrolidine-1-carboxamide OC1(CC(C1)NC1=NC(=CC(=C1)C=1C=C(C=CC1C)NC(=O)N1C[C@@H](CC1)CC(F)(F)F)N1CCOCC1)C